2-((6-(2-(aminomethyl)morpholino)-3,5-dicyano-4-ethylpyridin-2-yl)thio)-2-phenylacetamide NCC1OCCN(C1)C1=C(C(=C(C(=N1)SC(C(=O)N)C1=CC=CC=C1)C#N)CC)C#N